1,1'-thiobis[2-bromoethane] S(CCBr)CCBr